Benzyl 2-(4-(2-fluorophenyl)-3-(2-isopropylpyrimidine-5-carboxamido)pyridin-2-yl)piperidine-1-carboxylate FC1=C(C=CC=C1)C1=C(C(=NC=C1)C1N(CCCC1)C(=O)OCC1=CC=CC=C1)NC(=O)C=1C=NC(=NC1)C(C)C